5-((2,6-dichlorobenzyl)oxy)-2,3-dihydro-1H-inden-1-ol ClC1=C(COC=2C=C3CCC(C3=CC2)O)C(=CC=C1)Cl